CC1(CCN(CC1)C(=O)OC(C)(C)C)N1C(N(C2=NC(=NC=C2C1)S(=O)(=O)C)C)=O tert-butyl 4-methyl-4-(1-methyl-7-methylsulfonyl-2-oxo-4H-pyrimido[4,5-d]pyrimidin-3-yl)piperidine-1-carboxylate